tert-butyl 4-(1-(1,1-dioxidotetrahydro-2H-thiopyran-4-yl)-1H-1,2,3-triazol-4-yl)piperidine-1-carboxylate O=S1(CCC(CC1)N1N=NC(=C1)C1CCN(CC1)C(=O)OC(C)(C)C)=O